C(C)(C)(C)OC(=O)N1C[C@H](N(CC1)C=1N=C(NC(C1Cl)=O)C1=C(N=CS1)Cl)C (3R)-4-[5-chloro-2-(4-chlorothiazol-5-yl)-6-oxo-1H-pyrimidin-4-yl]-3-methyl-piperazine-1-carboxylic acid tert-butyl ester